C(C)N(C(C1=CC(=C(C=C1)NCC#CN1N=C2C(=CC=CC2=C1C=C)N[C@H]1[C@H](CN(CC1)C)F)OC)=O)C N-ethyl-4-((3-(7-(((3S,4R)-3-fluoro-1-methylpiperidin-4-yl)amino)-3-vinyl-2H-indazol-2-yl)prop-2-yn-1-yl)amino)-3-methoxy-N-methylbenzamide